2-(2H-benzotriazole-2-yl)-4,6-di(1-methyl-1-phenylethyl)phenol N=1N(N=C2C1C=CC=C2)C2=C(C(=CC(=C2)C(C)(C2=CC=CC=C2)C)C(C)(C)C2=CC=CC=C2)O